Methyl 3-chloro-6-(2-chloro-6-(methylsulfonyl)-4-(trifluoromethyl) phenyl)picolinate ClC=1C(=NC(=CC1)C1=C(C=C(C=C1S(=O)(=O)C)C(F)(F)F)Cl)C(=O)OC